N-(4-azidobutyl)-2-((2-(2,6-dioxopiperidin-3-yl)-1,3-dioxoisoindolin-4-yl)amino)acetamide N(=[N+]=[N-])CCCCNC(CNC1=C2C(N(C(C2=CC=C1)=O)C1C(NC(CC1)=O)=O)=O)=O